2-(3,5-dichloro-4-(4-hydroxy-3-isopropyl-2-methoxybenzyl)phenoxy)acetic acid ClC=1C=C(OCC(=O)O)C=C(C1CC1=C(C(=C(C=C1)O)C(C)C)OC)Cl